(Z)-1-(4-amino-2-fluorobut-2-en-1-yl)-4-(3-(pyrrolidin-1-ylsulfonyl)phenyl)-1H-benzo[d]imidazole-6-carboxylic acid NC\C=C(\CN1C=NC2=C1C=C(C=C2C2=CC(=CC=C2)S(=O)(=O)N2CCCC2)C(=O)O)/F